N-(3-amino-6-(4-chlorophenylethoxy)-5-fluoropyridin-2-yl)acetamide NC=1C(=NC(=C(C1)F)OCCC1=CC=C(C=C1)Cl)NC(C)=O